C(C1=CC=CC=C1)N1CCN(CC1)C1=NC2=CC=C(C=C2C=C1)NC(=S)NCCN(CC)CC 1-(2-(4-benzylpiperazin-1-yl)quinolin-6-yl)-3-(2-(diethylamino)ethyl)thiourea